BrC1=C(C=NN1C)CCl 5-bromo-4-(chloromethyl)-1-methyl-1H-pyrazole